BrC(C(=O)N(C)C)C 2-bromo-N,N-dimethylpropionamide